ClC=1C=C(C=CC1)S\C(=C\C1=CC=CC=C1)\C1=CC=CC=C1 (E)-(1,2-diphenylvinyl) (3-chlorophenyl) sulfide